Tert-butyl 6-(4-(5,6-dichloro-1-(tetrahydro-2H-pyran-2-yl)-1H-indazol-4-yl)-3-((S)-2-ethyl-2-methylpiperazin-1-yl)-5-methyl-1H-pyrazol-1-yl)-2-azaspiro[3.3]heptane-2-carboxylate ClC=1C(=C2C=NN(C2=CC1Cl)C1OCCCC1)C=1C(=NN(C1C)C1CC2(CN(C2)C(=O)OC(C)(C)C)C1)N1[C@@](CNCC1)(C)CC